OC1=NC2=CC(=CC(=C2C=C1)C1(CC1)NC(C1=C(C=C(C=C1)COCC=1N=CSC1)C)=O)C=1C=NN(C1)C N-(1-(2-hydroxy-7-(1-methyl-1H-pyrazol-4-yl)quinolin-5-yl)cyclopropyl)-2-methyl-4-((thiazol-4-ylmethoxy)methyl)benzamide